CN1CNC(CC1=O)(C1=CC2=C(SC3=C2C=C(C=C3)C(F)(F)F)C=C1)C 3,6-dimethyl-6-(8-(trifluoromethyl)dibenzo[b,d]thiophen-2-yl)tetrahydropyrimidin-4(1H)-one